N=1C=NN2C1C=C(C=C2)OC2=CC(=C(C=C2Br)NC2=NC=NC1=CC(=C(C=C21)NC(/C(=C/[C@@H]2N(CCC2)C)/F)=O)OC)OC (R,Z)-N-(4-((4-([1,2,4]triazolo[1,5-a]pyridin-7-yloxy)-5-bromo-2-methoxyphenyl)amino)-7-methoxy-quinazolin-6-yl)-2-fluoro-3-(1-methylpyrrolidin-2-yl)acrylamide